N=1N(N=C2C1C=CC=C2)C2=C(C(=CC(=C2)C)CC(=C)C)O 2-(2H-benzo[d][1,2,3]triazol-2-yl)-4-methyl-6-(2-methylallyl)phenol